FC=1C(=CC(=NC1)OC)[C@H](C(=O)O)C (R)-2-(5-fluoro-2-methoxypyridin-4-yl)propionic acid